3-(Piperidin-1-yl)-1-(4-(pyridin-4-ylmethyl)-3,4-dihydroquinoxalin-1(2H)-yl)propan-1-one N1(CCCCC1)CCC(=O)N1CCN(C2=CC=CC=C12)CC1=CC=NC=C1